ethyl 1,6-dibromo-4-methoxy-2-naphthoate BrC1=C(C=C(C2=CC(=CC=C12)Br)OC)C(=O)OCC